ClC=1C(=NC=NC1C1=C(C(=CC=C1)C1=NC(=C(C=C1)CNC1CC(C1)O)OC)Cl)C1=CC(=C(CN2CC3(C2)CNC(C3)=O)C=C1)OC 2-(4-(5-chloro-6-(2-chloro-3-(5-((((1r,3s)-3-hydroxycyclobutyl)amino)methyl)-6-methoxypyridin-2-yl)phenyl)pyrimidin-4-yl)-2-methoxybenzyl)-2,6-diazaspiro[3.4]octan-7-one